6-(2-amino-5-bromo-6-fluoropyridin-3-yl)-3,4-dihydro-2,7-naphthyridin-1(2H)-one NC1=NC(=C(C=C1C=1C=C2CCNC(C2=CN1)=O)Br)F